4-iodo-pyridine IC1=CC=NC=C1